3-cyclopentylisoxazole C1(CCCC1)C1=NOC=C1